(3R)-pyrrolidine-3-ol hydrochloride Cl.N1C[C@@H](CC1)O